3-(7-bromo-2-oxo-benzo[ct]indol-1-yl)piperidine-2,6-dione BrC1=CC=2C3=C(C(N(C3=C1)C1C(NC(CC1)=O)=O)=O)C=CC2